CC1=NC=CC2=C1NC3=CC(=C(C=C23)Br)OC The molecule is a member of the class of beta-carbolines that is 9H-beta-carboline substituted by a bromo group at position 6, a methoxy group at position 7 and a methyl group at position 1. It is semisynthetic derivative of harmine and has been shown to exhibit significant anti-HIV activity. It has a role as an anti-HIV agent. It is an aromatic ether, an organobromine compound and a semisynthetic derivative. It derives from a harmine. It is a conjugate base of a 6-bromoharminium(1+).